1-(6-chloro-4-isopropyl-2,7-naphthyridin-1-yl)-3-(hydroxymethyl)azetidine ClC=1C=C2C(=CN=C(C2=CN1)N1CC(C1)CO)C(C)C